CN(CC(=O)O[Li])C=1C2=C(N=C(N1)C1=NC=CC(=C1)OCCN1CCCC1)CCC2 lithio 2-[methyl(2-[4-[2-(pyrrolidin-1-yl)ethoxy]pyridin-2-yl]-5H,6H,7H-cyclopenta[d]pyrimidin-4-yl)amino]acetate